O=S1(CCN(CC1)C1=CC=C(C=C1)NC(=O)C=1C(NC=CC1NC1=C(C2=C(OCCN2)N=C1)C)=O)=O N-(4-(1,1-dioxidothiomorpholino)phenyl)-4-((8-methyl-2,3-dihydro-1H-pyrido[2,3-b][1,4]oxazin-7-yl)amino)-2-oxo-1,2-dihydropyridine-3-carboxamide